C1(=CC(=CC=C1)OC1=CC=C(C#N)C=C1)C 4-(m-tolyloxy)benzonitrile